CONC(C1=CN=C(C=C1NC1=C(C(=CC(=C1)F)C1=NC=C(N=C1)C)OC)NC=1C(=NC(=CC1)F)C)=O N-methoxy-4-((5-fluoro-2-methoxyl-3-(5-Methylpyrazin-2-yl)phenyl)amino)-6-((6-fluoro-2-methylpyridin-3-yl)amino)nicotinamide